C(C)(C)(C)OC(C(COC=1C=CC(=NC1)OC1=CC=[N+](C=C1)CCCNC(=O)OC(C)(C)C)ON1C(C2=CC=CC=C2C1=O)=O)=O 4-((5-(3-(tert-butoxy)-2-((1,3-dioxoisoindolin-2-yl)oxy)-3-oxopropoxy)pyridin-2-yl)oxy)-1-(3-((tert-butoxycarbonyl)amino)propyl)pyridin-1-ium